6-o-Tolylquinazolin-2-amine C1(=C(C=CC=C1)C=1C=C2C=NC(=NC2=CC1)N)C